methyl (2E)-2-[2-[[(Z)-[1-(2,6-difluoro-4-methoxy-phenyl)-2-methoxy-ethylidene]amino]oxymethyl]-3-methyl-phenyl]-2-methoxyimino-acetate FC1=C(C(=CC(=C1)OC)F)/C(/COC)=N/OCC1=C(C=CC=C1C)\C(\C(=O)OC)=N/OC